C(=O)(C(=C)C)OC[Si](OC)(OC)OC Methacryl-oxymethyltrimethoxysilan